FC(C=1C(=CC(=C(C1)C(=N)N(C)CC)C)OCCC[Si](C)(C)C)F (5-difluoromethyl-2-methyl-4-(3-trimethylsilyl-propoxy)-phenyl)-N-ethyl-N-methyl-formamidine